O=C1NC(CCC1N1C(C2=CC=CC(=C2C1=O)CNC(C1=CC(=CC=C1)NN)=O)=O)=O N-((2-(2,6-dioxopiperidin-3-yl)-1,3-dioxoisoindolin-4-yl)methyl)-3-hydrazinylbenzamide